{4-[Methyl-(4-methylsulfanyl-benzyl)-amino]-2-trifluoromethyl-phenyl}-carbamic acid ethyl ester C(C)OC(NC1=C(C=C(C=C1)N(CC1=CC=C(C=C1)SC)C)C(F)(F)F)=O